Tert-butyl 4-(6-(2,3-bis(tert-butoxycarbonyl)guanidino)pyridin-3-yl)piperazine-1-carboxylate C(C)(C)(C)OC(=O)N=C(NC1=CC=C(C=N1)N1CCN(CC1)C(=O)OC(C)(C)C)NC(=O)OC(C)(C)C